4-chloro-6-methyl-1H-pyrrolo[2,3-b]pyridine-2-carboxylic acid ClC1=C2C(=NC(=C1)C)NC(=C2)C(=O)O